N-[4-benzyloxy-2-[2-(3,4-difluoro-2-methoxy-phenoxy)-5-fluoro-4-(trifluoromethyl)phenyl]-1,6-naphthyridin-5-yl]-N',N'-dimethyl-ethane-1,2-diamine C(C1=CC=CC=C1)OC1=CC(=NC2=CC=NC(=C12)NCCN(C)C)C1=C(C=C(C(=C1)F)C(F)(F)F)OC1=C(C(=C(C=C1)F)F)OC